3-hydroxy-N-(1-(4-methoxyphenyl)-2-oxo-2-((4-(trimethylsilyl)phenyl)amino)ethyl)-3-methylbutanamide OC(CC(=O)NC(C(NC1=CC=C(C=C1)[Si](C)(C)C)=O)C1=CC=C(C=C1)OC)(C)C